BrC1=CC=C(C=C1)NC(=O)NN1C(NC(C1=O)(CCC=1SC=CC1)C)=O 1-(4-bromophenyl)-3-{4-methyl-2,5-dioxo-4-[2-(thiophen-2-yl)ethyl]imidazolidin-1-yl}urea